C(C)N1N=CC2=CC=C(C=C12)C=1C=NN2C1N=CC(=C2)C=2C=CC(N(C2)CC(C)C)=O 5-(3-(1-ethyl-1H-indazol-6-yl)pyrazolo[1,5-a]pyrimidin-6-yl)-1-isobutylpyridin-2(1H)-one